gamma-glutamyl glutamate (gamma-glutamyl glutamate) N[C@@H](CCC(=O)N[C@@H](CCC(=O)O)C(=O)O)C(=O)O.N[C@@H](CCC(=O)O)C(=O)OC(CC[C@H](N)C(=O)O)=O